FC=1C(=CC2=C(N=C(S2)N(CCC2=CC(=C(C=C2)OC)F)CC2=CC=C(C=C2)C#CC(=O)O)C1)F 3-(4-(((5,6-difluorobenzo[d]thiazol-2-yl)(3-fluoro-4-methoxy-phenethyl)amino)methyl)phenyl)propiolic acid